(1s,4r)-4-(((6-(2-chloro-3-(2-(4-((((1s,4r)-4-hydroxycyclohexyl)amino)methyl)-3-methoxyphenyl)-3-methylpyridin-4-yl)phenyl)-2-methoxypyridin-3-yl)methyl)amino)cyclohexan-1-ol ClC1=C(C=CC=C1C1=C(C(=NC=C1)C1=CC(=C(C=C1)CNC1CCC(CC1)O)OC)C)C1=CC=C(C(=N1)OC)CNC1CCC(CC1)O